O1[C@H](COCC1)CCOC=1C=NC=CC1C1=C(C=2C(NCCC2N1)=O)NC1=C(C(=CC=C1)F)OC 2-(3-{2-[(2S)-1,4-dioxan-2-yl]ethoxy}pyridin-4-yl)-3-(3-fluoro-2-methoxyanilino)-1,5,6,7-tetrahydro-4H-pyrrolo[3,2-c]pyridin-4-one